ClC=1C=CC2=C(C(C[C@@H](O2)C(=O)NC23CC(C2)(C3)C3=CN=C(O3)OCCCOC(F)(F)F)=O)C1 (2R)-6-chloro-4-oxo-N-(3-{2-[3-(trifluoromethoxy)propoxy]-1,3-oxazol-5-yl}bicyclo[1.1.1]pentan-1-yl)-3,4-dihydro-2H-1-benzopyran-2-carboxamide